(3R,4S)-1-(tert-butoxycarbonyl)-3-methylpiperidine-4-carboxylic acid C(C)(C)(C)OC(=O)N1C[C@@H]([C@H](CC1)C(=O)O)C